FC1=CC=C(OC2=CC=C(CC=3N=C(OC3C)C3=CC=C(C=C3)N3C(=NC=C3)C)C=C2)C=C1 4-(4-(4-fluorophenoxy)benzyl)-5-methyl-2-(4-(2-methyl-1H-imidazol-1-yl)phenyl)oxazole